NC=1C=2N(C3=CC(=C(C=C3N1)F)C(=O)N(C)[C@H](C)C1=NC=C(C=C1)F)C=NC2 (R)-4-amino-7-fluoro-N-(1-(5-fluoropyridin-2-yl)ethyl)-N-methylimidazo[1,5-a]quinoxaline-8-carboxamide